C1(=CC=C2C=CC3=CC=CC4=CC=C1C2=C34)CCCC(=O)Cl 1-pyrenebutyric chloride